C(CCCCCCC\C=C/CCCCCCCC)(=O)OC[C@H](OC(CCCCCCC\C=C/CCCCCCCC)=O)CO |r| (±)-1,2-Dioleoylglycerol